2-(2-(dimethylamino)ethyl)-6-(2-methoxyphenyl)pyridazin-3(2H)-one hydrochloride Cl.CN(CCN1N=C(C=CC1=O)C1=C(C=CC=C1)OC)C